ClC1=CC=C(C=C1C1=CC=CC=C1)OB(O)O (6-chloro-[1,1'-biphenyl]-3-yl)boric acid